C1(CC1)C1=C(C=CC=C1F)C1C2=C(NC(=C1C(=O)OC)CF)CCC2=O methyl 4-(2-cyclopropyl-3-fluorophenyl)-2-(fluoromethyl)-5-oxo-4,5,6,7-tetrahydro-1H-cyclopenta[b]pyridine-3-carboxylate